C(C1=CC=CC=C1)NC=1C=C2C(=CC(=NC2=CN1)C1=C(C=CC=C1C)F)NC1CCN(CC1)C N6-benzyl-2-(2-fluoro-6-methyl-phenyl)-N4-(1-methyl-4-piperidyl)-1,7-naphthyridine-4,6-diamine